bis[3-(trimethoxysilyl)propyl]Amin CO[Si](CCCNCCC[Si](OC)(OC)OC)(OC)OC